C(C)OC(=O)C=1C(=NC(=NC1)NCC)N[C@@H]1CN(CCC1)C(=O)OC(C)(C)C (S)-4-((1-(tert-Butoxycarbonyl)piperidin-3-yl)amino)-2-(ethylamino)pyrimidine-5-carboxylic acid ethyl ester